rac-4-(2,3-dichloro-6-((2-(trimethylsilyl)ethoxy)methoxy)phenyl)-1-(2-methylpyridin-4-yl)pyrrolidine-2-thione ClC1=C(C(=CC=C1Cl)OCOCC[Si](C)(C)C)[C@H]1CC(N(C1)C1=CC(=NC=C1)C)=S |r|